C(CCCCCCCCCCCCCCCCC)C(C(=O)O)(CSCCC(=O)O)CCCCCCCCCCCCCCCCCC.S(CCC(=O)O)CCC(=O)O thiodipropionic acid (distearylthiodipropionate)